NC=1C2=C(N=C(N1)OCCCC)C(=C(N2)C(=O)N)CC2=CC=C(C=C2)CN2CCCC2 4-amino-2-butoxy-7-(4-(pyrrolidin-1-yl-methyl)benzyl)-5H-pyrrolo[3,2-d]pyrimidin-6-carboxamide